(1S,4S)-4-((tert-Butoxycarbonyl)amino)-2-cyclopentene-1-methanol C(C)(C)(C)OC(=O)N[C@@H]1C=C[C@H](C1)CO